CN1N=C(C=C1)C1=NN=C(S1)N 5-(1-methyl-1H-pyrazol-3-yl)-1,3,4-thiadiazol-2-amine